BrC1=CC=C(C=N1)[C@H](C)N[S@@](=O)C(C)(C)C (S)-N-((S)-1-(6-bromopyridin-3-yl)ethyl)-2-methylpropan-2-sulfinamide